(1S,4S)-2-oxo-5-azabicyclo[2.2.1]heptane O=C1[C@@H]2CN[C@H](C1)C2